COC1OC(C2=CC(=CC=C12)NC1=NC=C(C(=N1)N[C@H](CO)C1=CC=CC=C1)C1=NC(=NO1)C1=NC=CC=C1)(C)C (2S)-2-((2-((1-methoxy-3,3-dimethyl-1,3-dihydroisobenzofuran-5-yl)amino)-5-(3-(pyridin-2-yl)-1,2,4-oxadiazol-5-yl)pyrimidin-4-yl)amino)-2-phenylethan-1-ol